C(C)N(C(CCCC)N)CC N,N-diethylpentanediamine